FC1(CCN(CCC1)C1=NC2=CC(=CC=C2C=C1C(=O)NC=1SC=C(N1)C(=O)O)F)F 2-(2-(4,4-difluoroazepan-1-yl)-7-fluoroquinoline-3-carboxamido)thiazole-4-carboxylic acid